C(=O)(OC1C2(CCC(C1)C2(C)C)C)OOC(=O)OC2C1(CCC(C2)C1(C)C)C dibornyl peroxydicarbonate